N-[(6-Amino-2-pyridyl)sulfonyl]-5-(4-methoxyphenyl)-2-(2,2,4-trimethylpyrrolidin-1-yl)pyridin-3-carboxamid NC1=CC=CC(=N1)S(=O)(=O)NC(=O)C=1C(=NC=C(C1)C1=CC=C(C=C1)OC)N1C(CC(C1)C)(C)C